ClC=1C(N(C(=CC1[C@@H]1[C@H](C1)C=1C=NC=C(C1)Cl)C)C1=CC(=NC=C1C)C1=C(C(=CS1)C(=O)O)F)=O 5-(3-chloro-4-((1S,2S)-2-(5-chloropyridin-3-yl)cyclopropyl)-5',6-dimethyl-2-oxo-2H-[1,4'-bipyridin]-2'-yl)-4-fluorothiophene-3-carboxylic acid